tert-Butyl 4-(5-((3',5'-dichloro-5-(hydroxymethyl)-[1,1'-biphenyl]-3-yl)oxy)pyridin-2-yl)piperazine-1-carboxylate ClC=1C=C(C=C(C1)Cl)C1=CC(=CC(=C1)CO)OC=1C=CC(=NC1)N1CCN(CC1)C(=O)OC(C)(C)C